2-amino-1-(2-(4-fluorophenyl)-3-((5-fluoropyridin-2-yl)amino)-8,8-dimethyl-5,6-dihydroimidazo[1,2-a]pyrazin-7(8H)-yl)ethan-1-one NCC(=O)N1C(C=2N(CC1)C(=C(N2)C2=CC=C(C=C2)F)NC2=NC=C(C=C2)F)(C)C